C(CCC)OC1=C(C=CC=C1)C1=C(C=CC(=C1)N(C)C)C1=NC(=CC=C1)C1=CC=CC=C1 2-(2-butoxyphenyl)-4-dimethylaminophenyl-6-phenylpyridine